FC1(CCN(CC1)CC1CCN(CC1)C(=O)N1C[C@@H]2[C@@H](OCC(N2)=O)CC1)F (4aR,8aS)-6-[4-[(4,4-difluoro-1-piperidinyl)methyl]piperidine-1-carbonyl]-4,4a,5,7,8,8a-hexahydropyrido[4,3-b][1,4]oxazin-3-one